C(C)OC([C@@H](CCC)C)=O |r| (2RS)-ethyl-2-methylpentanoate